(4-hydroxybiphenylyl)aluminum OC1=CC(=C(C=C1)C1=CC=CC=C1)[Al]